nonylphenoxyethyleneglycol C(CCCCCCCC)C(CO)(OC1=CC=CC=C1)O